C1C(CC12OCCO2)CN2C(C1=CC=CC=C1C2CC2=C(C=NN2C)Cl)=S 2-((5,8-dioxaspiro[3.4]octan-2-yl)methyl)-3-((4-chloro-1-methyl-1H-pyrazol-5-yl)methyl)isoindoline-1-thione